ethenylphosphonamidate C(=C)P([O-])(=O)N